(3S,4S)-tert-butyl 3-((6-(7-chloroimidazo[1,2-b]pyridazin-3-yl)pyridin-2-yl)amino)-4-fluoropyrrolidine-1-carboxylate ClC1=CC=2N(N=C1)C(=CN2)C2=CC=CC(=N2)N[C@H]2CN(C[C@@H]2F)C(=O)OC(C)(C)C